(2S,3S)-ethyl 3-((2-(3-chloro-5-trityl-5H-pyrrolo[2,3-b]pyrazin-7-yl)-5-fluoro-6-(furan-2-yl)pyrimidin-4-yl)amino)bicyclo[2.2.2]octane-2-carboxylate ClC1=CN=C2C(=N1)N(C=C2C2=NC(=C(C(=N2)N[C@@H]2[C@H](C1CCC2CC1)C(=O)OCC)F)C=1OC=CC1)C(C1=CC=CC=C1)(C1=CC=CC=C1)C1=CC=CC=C1